(S)-4-(3-fluoropyridin-4-yl)-N-(1-(1-methyl-1H-indol-7-yl)ethyl)piperazine-1-carboxamide FC=1C=NC=CC1N1CCN(CC1)C(=O)N[C@@H](C)C=1C=CC=C2C=CN(C12)C